O1C(=COCC1)C=1C=C2CCN3C(C2=CC1)=C(C(=CC3=O)OC[C@H]3OCCOC3)C 9-(5,6-dihydro-[1,4]dioxin-2-yl)-2-((S)-1-[1,4]dioxan-2-ylmethoxy)-1-methyl-6,7-dihydro-pyrido[2,1-a]isoquinolin-4-one